C(C)(C)(C)C=1C=C(C(=C(C1)NC(NC1=CC=C(C2=CC=CC=C12)OC1=CC(=NC=C1)NC=1C=C(OCCOCC2=CC=CO2)C=C(C1)OC)=O)OC)NS(=O)(=O)C 5-((2-(3-((4-((4-(3-(5-(tert-Butyl)-2-methoxy-3-(methylsulfonamido)phenyl)ureido)naphthalin-1-yl)oxy)pyridin-2-yl)amino)-5-methoxyphenoxy)ethoxy)methyl)furan